C1(=CC=CC=C1)C=C(C=O)CCCCCC 2-(phenyl-methylene)octanal